FC(OC[C@@H](CCCN1C(C2=CC(=C(C=C2C=C1)C1=NC=C(C=C1)C(F)(F)F)F)=O)NC=1C=NNC(C1C(F)(F)F)=O)F (R)-2-(5-(difluoromethoxy)-4-((6-oxo-5-(trifluoromethyl)-1,6-dihydropyridazin-4-yl)amino)pentyl)-7-fluoro-6-(5-(trifluoromethyl)pyridin-2-yl)isoquinolin-1(2H)-one